O=C1NC(CCC1C1=NN(C2=C(C=CC=C12)NC(CN1CCNCC1)=O)C)=O [2-[[3-(2,6-dioxo-3-piperidyl)-1-methyl-indazol-7-yl]amino]-2-oxo-ethyl]piperazin